COC(N[C@H](C(=O)NC=1C(N(C=CC1)CC1=NC2=C(N1)C=C(C=C2CC(C)C)F)=O)CC\C=C\C(=O)N(C)C)=O Methyl-(S,E)-(7-(dimethylamino)-1-((1-((6-fluoro-4-isobutyl-1H-benzo[d]imidazol-2-yl)methyl)-2-oxo-1,2-dihydropyridin-3-yl)amino)-1,7-dioxohept-5-en-2-yl)carbamat